ClC1=CC=C(CNC(OC(C)(C)C)=O)C=C1 tert-butyl (4-chloro-benzyl)-carbamate